(+/-)-isopropyl (1s,3S)-3-hydroxycyclohexane-1-carboxylate O[C@@H]1C[C@H](CCC1)C(=O)OC(C)C |r|